BrC=1C=C(C(=C(C1)N1C[C@H](O[C@H](C1)C)C)F)[N+](=O)[O-] (5-bromo-2-fluoro-3-nitrophenyl)((2R,6S)-2,6-dimethylmorpholin)